(S)-2-(N-(4-amino-5-benzoyl-thiazol-2-yl)-2-fluoro-anilino)propanamide NC=1N=C(SC1C(C1=CC=CC=C1)=O)N(C1=C(C=CC=C1)F)[C@H](C(=O)N)C